7-amino-8-methylamino-3,4-dihydroisoquinoline-2(1H)-carboxylic acid tert-butyl ester C(C)(C)(C)OC(=O)N1CC2=C(C(=CC=C2CC1)N)NC